C(C1=CC=CC=C1)OC=1C(=C(C=CC1)[N+](=O)[O-])F 3-(benzyloxy)-2-fluoro-1-nitrobenzene